lauryl ether adipate C(CCCCC(=O)O)(=O)O.C(CCCCCCCCCCC)OCCCCCCCCCCCC